CC1=CC(=CS1)CC#N 2-(5-methylthiophene-3-yl)acetonitrile